2,2,2-trifluoroethyl-2-(5-methyl-2-phenyl-1-piperidyl)-2-oxo-acetate FC(COC(C(=O)N1C(CCC(C1)C)C1=CC=CC=C1)=O)(F)F